ClC1=C(C(=O)N2N=C(C=C2SCC2=CC=C(C=C2)F)C2C(N(CC2C(F)(F)F)S(=O)(=O)N2CC(CC2)O)=O)C=CC=C1 3-[1-(2-chlorobenzoyl)-5-{[(4-fluorophenyl)methyl]sulfanyl}-1H-pyrazol-3-yl]-1-[(3-hydroxypyrrolidin-1-yl)sulfonyl]-4-(trifluoromethyl)pyrrolidin-2-one